[Br-].C[N+](CC(CC1=C(C=CC=C1)C)C1=C(C=CC=C1)C)(CCO)C dimethyl-2-hydroxyethyl-2,3-ditolyl-propylammonium bromide